BrC1=C(C(=CC=C1SC)F)C(O)C1CC1 (2-bromo-6-fluoro-3-(methylthio)phenyl)(cyclopropyl)methanol